C(C1=CC=CC=C1)OCCCO[C@H](CCCS(=O)(=O)[O-])C (S)-3-(3-(benzyloxy)propoxy)butylmethanesulfonate